2,6,6-Trimethyl-2-cyclohexene-1,4-dione CC=1C(C(CC(C1)=O)(C)C)=O